C(C)OC=O.N#CN cyanamide ethyl-formate